[NH+]1=C(C=C(C=C1C)C)C collidinium